O[C@H]1CN(CCCC1)C(=O)OC(C)(C)C tert-butyl (R)-3-hydroxyazepane-1-carboxylate